C(CCCCCCCCCCC)NCCCCCCCCCCCC dilaurylamine